C1(CC1)C1=NOC=C1C(=O)N[C@@H](C1CCC(CC1)(F)F)C=1N=C2N(C=CC(=N2)[C@H](NC(CC2CC(C2)(F)F)=O)C2CC2)C1 3-Cyclopropyl-N-((S)-(7-((R)-cyclopropyl(2-(3,3-difluorocyclobutyl)acetamido)methyl)imidazo[1,2-a]pyrimidin-2-yl)(4,4-difluorocyclohexyl)methyl)isoxazole-4-carboxamide